6-(4-((2R,6R)-4-acryloyl-6-(cyanomethyl)morpholin-2-yl)-6-chloropyridin-2-yl)-N-methylpyrimidine-4-carboxamide C(C=C)(=O)N1C[C@H](O[C@@H](C1)CC#N)C1=CC(=NC(=C1)Cl)C1=CC(=NC=N1)C(=O)NC